The molecule is a 3-oxo steroid that is cholestan-3-one having double bonds at positions 1, 4 and 22. It is isolated from the Hainan soft coral Dendronephthya studeri. It has a role as a metabolite. It is a cholestanoid, a 3-oxo-Delta(4) steroid and a 3-oxo-Delta(1) steroid. C[C@H](/C=C/CC(C)C)[C@H]1CC[C@@H]2[C@@]1(CC[C@H]3[C@H]2CCC4=CC(=O)C=C[C@]34C)C